C(C)(C)(C)C=1C=CC(=C(C1)C1=CC=CC=C1)N(C=1C=C(C=C(C1)Cl)O)C1=CC=2C(CCC(C2C=C1)(C)C)(C)C 3-((5-(tert-butyl)-[1,1'-biphenyl]-2-yl)(5,5,8,8-tetramethyl-5,6,7,8-tetrahydronaphthalen-2-yl)amino)-5-chlorophenol